tert-butyl (1R,3s,5S)-3-(5-bromo-1-methyl-1H-benzo[d]imidazol-2-yl)-8-azabicyclo[3.2.1]octane-8-carboxylate BrC1=CC2=C(N(C(=N2)C2C[C@H]3CC[C@@H](C2)N3C(=O)OC(C)(C)C)C)C=C1